5-[3-[2-[2-(2-azidoethoxy)ethoxy]ethoxy]propyl]-2-(2,6-dioxo-3-piperidyl)isoindoline-1,3-dione N(=[N+]=[N-])CCOCCOCCOCCCC=1C=C2C(N(C(C2=CC1)=O)C1C(NC(CC1)=O)=O)=O